P(=O)(O)(O)CCC[N+]1=CC=C(C=C1)C1=CC=[N+](C=C1)CCCP(=O)(O)O 1,1'-bis(3-phosphonopropyl)-[4,4-bipyridine]-1,1'-diium